4-ethyl-1,4-oxaazepan C(C)N1CCOCCC1